sodium bis-(trimethylsilyl)amide C[Si](C)(C)[N-][Si](C)(C)C.[Na+]